(S or R)-5-(6-(2-hydroxy-6-methyl-4-(trifluoromethyl)phenyl)-3-methyl-2H-pyrazolo[3,4-b]pyrazin-2-yl)-1-methylpiperidin-2-one OC1=C(C(=CC(=C1)C(F)(F)F)C)C=1C=NC=2C(N1)=NN(C2C)[C@H]2CCC(N(C2)C)=O |o1:22|